N-[(4-cyclobutyl-2,5-dioxoimidazolidin-4-yl)methyl]-2-(4-fluorophenyl)-2H-1,2,3-triazole-4-carboxamide C1(CCC1)C1(NC(NC1=O)=O)CNC(=O)C1=NN(N=C1)C1=CC=C(C=C1)F